ClC1=C(C=CC=C1C)NC(=O)C=1C(=CC=2N(C1)C=C(N2)C2CCOCC2)OC N-(2-chloro-3-methylphenyl)-7-methoxy-2-(tetrahydro-2H-pyran-4-yl)imidazo[1,2-a]pyridine-6-carboxamide